C(=O)(O)C(O)C(O)C(=O)O.CCN1C(C=2C(=C(C(=NC2C)C)C)C)(CCC1)C hexamethylnicotine tartrate